BrC1=CC(=C(C=C1)NC1=NC2=C(N1C)C=CC=C2F)F ((4-bromo-2-fluorophenyl)amino)-4-fluoro-1-methyl-1H-benzimidazole